4-(6-methoxypyridin-2-yl)-1H-pyrrole-3-carboxylic acid COC1=CC=CC(=N1)C=1C(=CNC1)C(=O)O